diphenylsilyl-bis(5,5,8,8-tetramethyl-5,6,7,8-tetrahydrobenz(f)indenyl)-hafnium C1(=CC=CC=C1)[SiH](C1=CC=CC=C1)[Hf](C1=CCC=2C=C3C(=CC12)C(CCC3(C)C)(C)C)C3=CCC=1C=C2C(=CC31)C(CCC2(C)C)(C)C